5,6,7,7a-tetrahydrothieno[3,2-c]pyridine hydrochloride Cl.S1C=CC2=CNCCC21